C(C)C1=CC=CC2=C(C3=CC=CC=C3C(=C12)OC(=O)CCCCC)OC(=O)CCCCC 1-ethyl-9,10-bis(n-pentylcarbonyloxy)anthracene